3-((2'-(1H-tetrazol-5-yl)-[1,1'-biphenyl]-4-yl)methyl)-2-(3-aminobutyl)-1,3-diazaspiro[4.4]non-1-en-4-one N1N=NN=C1C1=C(C=CC=C1)C1=CC=C(C=C1)CN1C(=NC2(C1=O)CCCC2)CCC(C)N